N,N'-dimethyl-N'-(2-(4-trifluoromethoxyphenyl)-4-(4-methoxyphenyl)thiazol-5-yl-methyl)ethylenediamine CNCCN(CC1=C(N=C(S1)C1=CC=C(C=C1)OC(F)(F)F)C1=CC=C(C=C1)OC)C